2'-((8-amino-6-(5-amino-4-methylpyridin-3-yl)-7-fluoroisoquinolin-3-yl)amino)-6'-methyl-6'H-spiro[cyclopropane-1,4'-pyrazolo[1,5-e][1,2,5]oxadiazepin]-7'(8'H)-one NC=1C(=C(C=C2C=C(N=CC12)NC1=NN2CC(N(OC3(C2=C1)CC3)C)=O)C=3C=NC=C(C3C)N)F